C(C)C1(CNC1)OCC1=C(N(N=C1)C)C1=CC=2N(C=C1)N=C(C2)NC(=O)C2CC2 N-[5-[4-[(3-ethylazetidin-3-yl)oxymethyl]-2-methyl-pyrazol-3-yl]pyrazolo[1,5-a]pyridin-2-yl]cyclopropanecarboxamide